C(C)(C)N(S(=O)(=O)Cl)C N-isopropylmethyl-sulfamoyl chloride